(S)-(3-fluoropyridin-2-yl)(tetrahydro-2H-pyran-4-yl)methanol FC=1C(=NC=CC1)[C@@H](O)C1CCOCC1